2-(1-Methyl-1H-pyrazol-4-yl)-2-azaspiro[3.3]heptane-6-carboxylic acid CN1N=CC(=C1)N1CC2(C1)CC(C2)C(=O)O